FC(C1=CC=C(C=N1)N1C(CCN2C1=NC(=CC2=O)N2[C@@H](COCC2)C)C(F)(F)F)F 9-(6-Difluoromethyl-pyridin-3-yl)-2-((R)-3-methylmorpholin-4-yl)-8-trifluoromethyl-6,7,8,9-tetrahydro-pyrimido[1,2-a]-pyrimidin-4-one